7-bromo-8-chloro-3-(isoquinolin-4-yl)quinazoline-2,4(1H,3H)-dione BrC1=CC=C2C(N(C(NC2=C1Cl)=O)C1=CN=CC2=CC=CC=C12)=O